(1S,2S,5R)-1-hydroxy-2-isopropyl-5-methyl-N-(2-oxotetrahydrofuran-3-yl)cyclohexane-1-carboxamide O[C@@]1([C@@H](CC[C@H](C1)C)C(C)C)C(=O)NC1C(OCC1)=O